FC1(C(C2=CC=CC=C2C1)(O)F)F trifluoroindanol